NC1=CC=C(C=C1)CC(CO)O 3-(4-aminophenyl)propane-1,2-diol